1-(dimethoxyphosphoryl)ethyl-(2,4-dichlorophenoxyacetic acid) COP(=O)(OC)C(C)C(C(=O)O)OC1=C(C=C(C=C1)Cl)Cl